C1(CCCCC1)/C=C/C1=NN(C2=NC=CC=C21)C2CN(C2)C(C(=C)F)=O (E)-1-(3-(3-(2-cyclohexylvinyl)-1H-pyrazolo[3,4-b]pyridin-1-yl)azetidin-1-yl)-2-fluoroprop-2-en-1-one